[Br-].C(C1=CC=CC=C1)[Zn+] benzylzinc (II) bromide